2-(4-(2-methoxy-2-phenylpropanoyl)-1-methyl-10-oxo-1,4,9-triazaspiro-[5.6]dodecan-9-yl)acetic acid COC(C(=O)N1CCN(C2(C1)CCN(C(CC2)=O)CC(=O)O)C)(C)C2=CC=CC=C2